CN(CCC#N)C1=NC(=CC=C1)[N+](=O)[O-] 3-[methyl-(6-nitro-2-pyridyl)amino]propanenitrile